C1N(CC2=CC=CC=C12)CC=1OC=C(C(C1)=O)C=1CC2C(CN(C2)S(=O)(=O)C)C1 2-(isoindolin-2-ylmethyl)-5-(2-(methylsulfonyl)-1,2,3,3a,4,6a-hexahydrocyclopenta[c]pyrrol-5-yl)-4H-pyran-4-one